C(C1=CC=NC=C1)C1=CC=NC=C1 4,4'-methylenedipyridine